C(C)(=O)C1=C(C=CC(=C1)F)NC1=C(C(=O)OC)C=C(C=C1)C(F)(F)F methyl 2-((2-acetyl-4-fluorophenyl) amino)-5-(trifluoromethyl)-benzoate